OC[C@H](C1=CC=CC=C1)NC1=CC(=NC=C1C1=NC(=NO1)C=1C=NC=CC1)NC1=CC2=C(B(OC2(C)C)O)C=C1.[In+] Indium (i) (S)-5-((4-((2-hydroxy-1-phenylethyl)amino)-5-(3-(pyridin-3-yl)-1,2,4-oxadiazol-5-yl)pyridin-2-yl)amino)-3,3-dimethylbenzo[c][1,2]oxaborol-1(3H)-ol